1-(1-(ethylamino)isoquinolin-4-yl)ethan-1-one tert-butyl-5-(2-(1-(3-cyano-4-fluorophenyl)-1H-pyrazol-4-yl)propanamido)-3-cyclopropyl-1H-pyrazole-1-carboxylate C(C)(C)(C)OC(=O)N1N=C(C=C1NC(C(C)C=1C=NN(C1)C1=CC(=C(C=C1)F)C#N)=O)C1CC1.C(C)NC1=NC=C(C2=CC=CC=C12)C(C)=O